tert-Butyl ((1S,2S,3R,4R)-3-((4-fluoro-3-(trifluoromethyl)phenyl)carbamoyl)-7-oxabicyclo[2.2.1]heptan-2-yl)carbamate FC1=C(C=C(C=C1)NC(=O)[C@@H]1[C@@H]([C@@H]2CC[C@H]1O2)NC(OC(C)(C)C)=O)C(F)(F)F